Cl.C(N)(=N)C1=CC=C(C(=O)O)C=C1 para-guanylbenzoic acid hydrochloride